ClC1=NC=C(C(=C1)C1=CC=2N(C=C1)N=C(C2)NC(=O)C2CC2)OC[C@H]2CN(CC2)C (R)-N-(5-(2-chloro-5-((1-methylpyrrolidin-3-yl)methoxy)pyridin-4-yl)pyrazolo[1,5-a]pyridin-2-yl)cyclopropanecarboxamide